5-Bromo-6-cyclobutoxy-2-(1-methyl-2-oxabicyclo[2.2.1]heptan-4-yl)-2H-indazole BrC1=CC2=CN(N=C2C=C1OC1CCC1)C12COC(CC1)(C2)C